CC1=C(C=C(C(=O)NC2=CC(=CC=C2)C(F)(F)F)C=C1)C1CN(CC1)C=1C=NC=C(C1)CN1CCOCC1 4-methyl-3-(1-(5-(morpholinomethyl)pyridin-3-yl)pyrrolidin-3-yl)-N-(3-(trifluoromethyl)phenyl)benzamide